2-chloro-N-(3,4-difluorophenyl)-3-(2-((1-(hydroxymethyl)cyclopropyl)amino)-2-oxoacetyl)-5,6,7,8-tetrahydroindolizine-1-carboxamide ClC=1C(=C2CCCCN2C1C(C(=O)NC1(CC1)CO)=O)C(=O)NC1=CC(=C(C=C1)F)F